C(N)(OC1(CC=CC=C1)C1=CC=C2C=CC3=CC=CC4=CC=C1C2=C34)=O 1-pyrenylphenyl carbamate